C(C)N(CCN=C(N)N)CC 2-[2-(diethylamino)ethyl]guanidine